CC1=C(C=C(C=C1)N=C=S)N=C=O 4-methyl-3-isocyanato-1-isothiocyanatobenzene